(2-aminoethyl)maleimide trifluoroacetate salt FC(C(=O)O)(F)F.NCCC=1C(=O)NC(C1)=O